(S)-4,11-diethyl-4-hydroxy-3,14-dioxo-3,4,12,14-tetrahydro-1H-pyrano[3',4':6,7]indolizino[1,2-b]quinolin-9-yl (R)-2-(4-isobutylphenyl)propanoate C(C(C)C)C1=CC=C(C=C1)[C@H](C(=O)OC1=CC=2C(=C3C(=NC2C=C1)C1=CC2=C(C(N1C3)=O)COC([C@]2(O)CC)=O)CC)C